2-(4-(carboxymethyl)-2,5-dihydroxybenzoylamino)isonicotinic acid C(=O)(O)CC1=CC(=C(C(=O)NC=2C=C(C(=O)O)C=CN2)C=C1O)O